6-methyl-4-oxo-3-[2-(piperidin-1-yl)ethyl]-3,4-dihydrofuran CC1CCCCN1CCC1COCC1=O